CC=1C=C(C=C(C1C)C)S(=O)(=O)N 3,4,5-trimethylbenzenesulfonamide